C(CCCCCCCCCCC)C1=CC=C(C=C1)S(=O)(=O)ON=CC ethanone O-(4-dodecylphenylsulfonyl)oxime